C1(=CC=CC2=CC=CC=C12)C=C (+-)-naphthylethylene